Br[C@@H](C(=O)OCC)C |r| (rac)-ethyl 2-bromopropanoate